methyl 2-fluoro-benzoate FC1=C(C(=O)OC)C=CC=C1